3-{1-[(1H-1,3-Benzodiazol-2-yl)amino]-2-(methylaminomethylthio)ethyl}benzoic acid methyl ester COC(C1=CC(=CC=C1)C(CSCNC)NC1=NC2=C(N1)C=CC=C2)=O